C(\C=C(/C)\CCC=C(C)C)(=O)OC\C=C(/C)\CCC=C(C)C geranyl geranate